FC1=CC=CC2=C1CNC1=C(COC2)C=C(C=2N1C=NN2)C2CCN(CC2)CC 1-(4-(12-fluoro-6,8,13,14-tetrahydro-[1,2,4]triazolo[4',3':1,6]pyrido[3,2-c]benzo[g][1,5]oxazonin-4-yl)piperidin-1-yl)ethan